N-[(1,1'-biphenyl)-4-yl-(8-hydroxy-5-nitroquinolin-7-yl)methyl]pentanamide C1(=CC=C(C=C1)C(NC(CCCC)=O)C1=CC(=C2C=CC=NC2=C1O)[N+](=O)[O-])C1=CC=CC=C1